4-(2,3-dibromopropyl)morpholine hydrochloride Cl.BrC(CN1CCOCC1)CBr